(S)-N-(1-(7-Methoxyquinolin-5-yl)cyclopropyl)-2-methyl-5-((1-methylpiperidin-2-yl)methoxy)benzamide COC1=CC(=C2C=CC=NC2=C1)C1(CC1)NC(C1=C(C=CC(=C1)OC[C@H]1N(CCCC1)C)C)=O